4-hydroxy-N,N,2-trimethyl-1H-benzimidazole-6-formamide OC1=CC(=CC=2NC(=NC21)C)C(=O)N(C)C